benzyl 4-[4-(difluoromethyl)phenyl]-4-hydroxy-piperidine-1-carboxylate FC(C1=CC=C(C=C1)C1(CCN(CC1)C(=O)OCC1=CC=CC=C1)O)F